C1(CC1)OC1=CN=CC(=N1)CC=1N(C=2C(=C3CC[C@@H](N(C3=CC2)C(=O)OC)C)N1)C1CCCCC1 (1R,3R)-3-((S)-2-((6-Cyclopropoxypyrazin-2-yl)methyl)-6-(methoxycarbonyl)-7-methyl-6,7,8,9-tetrahydro-3H-imidazo[4,5-f]chinolin-3-yl)cyclohexan